(+-)-2-TERT-BUTYL-1-CYCLOHEXYL ACETATE C(C)(=O)OC1C(CCCC1)C(C)(C)C